2,3-dihydro-1-benzofuran-7-carboxamide O1CCC2=C1C(=CC=C2)C(=O)N